C(CC)(COCC(=O)N)(COCC(=O)N)COCC(=O)N propylidynetris(3-oxabutyramide)